4-tert-butyl-phenyl salicylate C(C=1C(O)=CC=CC1)(=O)OC1=CC=C(C=C1)C(C)(C)C